3-oxoprop-1-en-ol O=CC=CO